4-chlorophenyl (5R)-5-(1,1-dioxo-1λ6,2-thiazolidin-2-yl)-3,3-difluoropiperidine-1-carboxylate O=S1(N(CCC1)[C@@H]1CC(CN(C1)C(=O)OC1=CC=C(C=C1)Cl)(F)F)=O